C(#N)C1CNCC1 3-cyanopyrrolidine